N-(6-(5-chloro-6-fluoro-7-((S)-3-hydroxypyrrolidin-1-yl)-1H-indazol-4-yl)imidazo[1,2-a]pyrazin-2-yl)-2-fluorocyclopropane-1-carboxamide ClC=1C(=C2C=NNC2=C(C1F)N1C[C@H](CC1)O)C=1N=CC=2N(C1)C=C(N2)NC(=O)C2C(C2)F